[4-[(1,3-Benzoxazole-7-carbonylamino)methyl]phenyl]boronic acid O1C=NC2=C1C(=CC=C2)C(=O)NCC2=CC=C(C=C2)B(O)O